CN1C(N(C2=C1N=NC=1C=CC(=CC21)C=2C=NC(=CC2)C(C(F)(F)F)OCCN2CC(CC2)OC)C2CCOCC2)=O 3-methyl-1-(tetrahydro-2H-pyran-4-yl)-8-(6-(2,2,2-trifluoro-1-(2-(3-methoxypyrrolidin-1-yl)ethoxy)ethyl)pyridin-3-yl)-1,3-dihydro-2H-imidazo[4,5-c]cinnolin-2-one